2-[4-(3,6-diphenyl-9H-carbazol-9-yl)phenyl]Dibenzo[f,h]Quinoxaline C1(=CC=CC=C1)C=1C=CC=2N(C3=CC=C(C=C3C2C1)C1=CC=CC=C1)C1=CC=C(C=C1)C1=NC2=C3C(=C4C(=C2N=C1)C=CC=C4)C=CC=C3